(1,5-cyclooctadiene) copper chloride [Cu](Cl)Cl.C1=CCCC=CCC1